F[C@@H]1CN(CC[C@H]1NC1=NC=C(C(=N1)C1=CC2=C(C(NC2=O)(C)C)S1)C(F)(F)F)S(=O)(=O)C 2-(2-(((3R,4R)-3-fluoro-1-(methylsulfonyl)piperidin-4-yl)amino)-5-(trifluoromethyl)pyrimidin-4-yl)-6,6-dimethyl-5,6-dihydro-4H-thieno[2,3-c]pyrrol-4-one